N(N)C1=NC=C(C(=C1)C#N)C(F)(F)F 2-hydrazino-5-(trifluoromethyl)pyridine-4-carbonitrile